3-([1,1'-biphenyl]-4-yl-(phenyl)methyl)-4-hydroxy-2H-pyran-2-one C1(=CC=C(C=C1)C(C=1C(OC=CC1O)=O)C1=CC=CC=C1)C1=CC=CC=C1